C(C)OC(C1=C(N=C(C=C1Cl)Cl)CBr)=O (bromomethyl)-4,6-dichloro-nicotinic acid ethyl ester